BrC(C(=O)O)C Bromopropionic acid